NC=1C=2N(C=CN1)C(=NC2C2=CC(=C(C=C2)NC(OC(C)(C)C)=O)OC)[C@@H]2CN(CC2)S(=O)(=O)CC (S)-tert-butyl (4-(8-amino-3-(1-(ethylsulfonyl)pyrrolidin-3-yl)imidazo[1,5-a]pyrazin-1-yl)-2-methoxyphenyl)carbamate